(S)-(tert-butyl 3-(7-carbamoyl-5-fluoro-2,3-dimethyl-1H-indol-4-yl) cyclohex-3-en-1-yl) carbamate C(N)(O[C@@]1(CC(=CCC1)C1=C2C(=C(NC2=C(C=C1F)C(N)=O)C)C)C(C)(C)C)=O